FC1=C(C=CC(=C1F)NCC1=C(C=CC=C1CN1CCCC1)F)S(=O)(=O)N(C(OC(C)(C)C)=O)C1=NOC=C1 tert-butyl ((2,3-difluoro-4-((2-fluoro-6-(pyrrolidin-1-ylmethyl)benzyl)amino)phenyl)-sulfonyl)(isoxazol-3-yl)carbamate